C(C)OC(=O)C1(CSCC1CC(=O)OCC)N1C2=NC=NC(=C2N=C1)Br (Rac)-ethyl-3-(6-bromo-9H-purin-9-yl)-4-(2-ethoxy-2-oxoethyl)tetrahydrothiophene-3-carboxylate